5-(((5-chloropyridin-2-yl)oxy)difluoromethyl)-1,3,4-thiadiazol-2-amine ClC=1C=CC(=NC1)OC(C1=NN=C(S1)N)(F)F